(R)-N-(4-chlorophenyl)-2-((1s,4S)-4-(6-(4,4,5,5-tetramethyl-1,3,2-dioxaborolan-2-yl)quinolin-4-yl)cyclohexyl)propanamide ClC1=CC=C(C=C1)NC([C@H](C)C1CCC(CC1)C1=CC=NC2=CC=C(C=C12)B1OC(C(O1)(C)C)(C)C)=O